N-(5-Chloro-2-methyl-1,3-benzoxazol-6-yl)-3-[4-chloro-5-methyl-3-(trifluoromethyl)pyrazol-1-yl]-N-methyl-benzamide ClC=1C(=CC2=C(N=C(O2)C)C1)N(C(C1=CC(=CC=C1)N1N=C(C(=C1C)Cl)C(F)(F)F)=O)C